FC=1C=C(C=CC1)C(C)C1=CN=C(S1)C1C(=NN(C(C1)=O)C)C(=O)N (5-(1-(3-fluorophenyl)ethyl)thiazol-2-yl)-1-methyl-6-oxo-1,4,5,6-tetrahydropyridazine-3-carboxamide